5-chloro-N-(8,9-difluoro-6-oxo-1,4,5,6-tetrahydro-2H-pyrano[3,4-c]isoquinolin-1-yl)-N-methyl-1H-indole-2-carboxamide ClC=1C=C2C=C(NC2=CC1)C(=O)N(C)C1COCC=2NC(C=3C=C(C(=CC3C21)F)F)=O